7-((5-hydroxy-4-oxo-4H-pyran-2-yl)methoxy)-3,4,5-trimethylcoumarin OC=1C(C=C(OC1)COC1=CC(=C2C(=C(C(OC2=C1)=O)C)C)C)=O